CN1CC2=CC(=CC(=C2CC1)C)C=1N=C(C(=NC1)N)OC=1C=NN(C1)CCOC 5-(2,5-dimethyl-1,2,3,4-tetrahydroisoquinolin-7-yl)-3-((1-(2-methoxyethyl)-1H-pyrazol-4-yl)oxy)pyrazin-2-amine